C(C)(C)(C)OC(NCCN1CC(NCC1)=O)=O.NCCN1CC(N(CC1)CC(=O)O)=O 2-[4-(2-aminoethyl)-2-oxopiperazin-1-yl]acetic acid tert-Butyl-N-[2-(3-oxopiperazin-1-yl)ethyl]carbamate